C(C1=CC=CC=C1)OC(=O)N[C@H](C(=O)OCCC(C)C)CC1=CC=C(C=C1)OP(=O)(OC1=C(C(=C(C(=C1F)F)F)F)F)N[C@H](C(=O)OCC(CC)CC)C isopentyl (2S)-2-(((benzyloxy)carbonyl)amino)-3-(4-(((((S)-1-(2-ethylbutoxy)-1-oxopropan-2-yl)amino)(perfluorophenoxy)phosphoryl)oxy)phenyl)propanoate